4-(cyclopropylmethoxy)-2-fluorobenzene C1(CC1)COC1=CC(=CC=C1)F